FC=1C=CC2=C(CCO2)C1CNC1=NC=C(C=2N1C=NN2)C=2C=1N(C(=NC2)C(C)(C)O)N=CN1 2-(8-(5-(((5-Fluoro-2,3-dihydrobenzofuran-4-yl)methyl)amino)-[1,2,4]triazolo[4,3-c]pyrimidin-8-yl)-[1,2,4]triazolo[1,5-c]pyrimidin-5-yl)propan-2-ol